NC1=NC=NN2C1=C(C(=C2[C@H](C)C=2N=NN(C2)C2=C(C=CC=C2)F)C#N)C=2C=NC(=NC2)C(F)(F)F 4-amino-7-{(1S)-1-[1-(2-fluorophenyl)-1H-1,2,3-triazol-4-yl]ethyl}-5-[2-(trifluoromethyl)pyrimidin-5-yl]pyrrolo[2,1-f][1,2,4]triazine-6-carbonitrile